C1(CC1)C(=O)OCC([C@H](C[C@H]1C(NCC1)=O)NC([C@@H](NC(=O)C=1NC2=CC=CC(=C2C1)OC)CC(C)C)=O)=O (3S)-3-({N-[(4-methoxy-1H-indol-2-yl)carbonyl]-L-leucyl}amino)-2-oxo-4-[(3S)-2-oxopyrrolidin-3-yl]butyl cyclopropanecarboxylate